ClC1=CC=C(COC2=NN=C(S2)NC(C2=CN=C(C=C2N2CCOCC2)O)=O)C=C1 N-(5-((4-chlorobenzyl)oxy)-1,3,4-thiadiazol-2-yl)-6-hydroxy-4-morpholinonicotinamide